5-methyl-1-[[4-[5-(trifluoro-methyl)-1,2,4-oxadiazol-3-yl]phenyl]methyl]pyrrolidin-2-one CC1CCC(N1CC1=CC=C(C=C1)C1=NOC(=N1)C(F)(F)F)=O